tert-butyl 4-(4-(4-amino-3-(4-((5-fluoro-2-methoxybenzamido)methyl)phenyl)-1H-pyrazolo[3,4-d]pyrimidin-1-yl)phenyl)piperidine-1-carboxylate NC1=C2C(=NC=N1)N(N=C2C2=CC=C(C=C2)CNC(C2=C(C=CC(=C2)F)OC)=O)C2=CC=C(C=C2)C2CCN(CC2)C(=O)OC(C)(C)C